S1C=CC2=C1C=C[Te]2 thienotellurophene